C(C1=CC=CC=C1)(C1=CC=CC=C1)N1CCC(CC1)N1CC2=CC=C(C=C2CC1)N(CC)CC 2-(1-benzhydryl-piperidin-4-yl)-N,N-diethyl-1,2,3,4-tetrahydroisoquinolin-6-amine